xyluluronic acid OCC(=O)[C@@H](O)[C@H](O)C(=O)O